N-(5-cyano-4-((1-((methyl-thio)methyl)cyclopropyl)amino)pyridin-2-yl)-7-formyl-6-((4-methyl-2-oxopiperazin-1-yl)methyl)-3,4-dihydro-1,8-naphthyridine-1(2H)-carboxamide C(#N)C=1C(=CC(=NC1)NC(=O)N1CCCC2=CC(=C(N=C12)C=O)CN1C(CN(CC1)C)=O)NC1(CC1)CSC